6-isopropyl-2,6-diazaspiro[3.3]heptan C(C)(C)N1CC2(CNC2)C1